7-(1H-indol-5-yl)-1-(2-(tetrahydro-2H-pyran-4-yl)ethyl)-3,4-dihydropyrazino[2,3-b]pyrazin-2(1H)-one N1C=CC2=CC(=CC=C12)C1=CN=C2C(=N1)N(C(CN2)=O)CCC2CCOCC2